(2,4,5-trifluorobenzyl-d2)-6-(1H-pyrazol-1-yl)-1,3,5-triazine-2,4(1H,3H)-dione FC1=C(C([2H])([2H])N2C(NC(N=C2N2N=CC=C2)=O)=O)C=C(C(=C1)F)F